methyl (S)-2-(1-(6-((4-((4-(4-cyano-6-methylpyrimidin-2-yl)piperazin-1-yl)sulfonyl)phenyl)carbamoyl)pyridin-2-yl)pyrrolidin-2-yl)acetate C(#N)C1=NC(=NC(=C1)C)N1CCN(CC1)S(=O)(=O)C1=CC=C(C=C1)NC(=O)C1=CC=CC(=N1)N1[C@@H](CCC1)CC(=O)OC